CN1C2CCC(C1)C2 2-Methyl-2-azabicyclo[2.2.1]heptane